ClC=1C=C(C=CC1N1C(N(C=C1)C[2H])=O)C1=C(C(=CC(=C1)F)C1=CC(=NC=C1)N1C(CNCC1)=O)O 1-(4-(3'-chloro-5-fluoro-2-hydroxy-4'-(3-deuteromethyl-2-oxo-2,3-dihydro-1H-imidazol-1-yl)-[1,1'-biphenyl]-3-yl)pyridin-2-yl)piperazin-2-one